3-[1-(2-chloro-acetyl)-piperidin-4-yl]-1,3,4,5-tetrahydro-benzo[d][1,3]diazepin-2-one ClCC(=O)N1CCC(CC1)N1C(NC2=C(CC1)C=CC=C2)=O